CN1CCN(CC1)CC1=CC=C(C=C1)C(/C=C/C=1C=C(C=CC1)/C=C/C(=O)O)=O (E)-3-[3-[(E)-3-[4-[(4-Methylpiperazin-1-yl)methyl]phenyl]-3-oxoprop-1-enyl]phenyl]prop-2-enoic acid